The molecule is a 1-{2-[(7-chloro-1-benzothiophen-3-yl)methoxy]-2-(2,4-dichlorophenyl)ethyl}imidazole that is the (S)-enantiomer of sertaconazole. It is a conjugate base of a (S)-sertaconazole(1+). It is an enantiomer of an arasertaconazole. C1=CC2=C(C(=C1)Cl)SC=C2CO[C@H](CN3C=CN=C3)C4=C(C=C(C=C4)Cl)Cl